2-Fluoro-5-(2-fluoropiperazin-1-yl)-2,3-dihydro-1,4-benzodioxine FC1COC2=C(O1)C=CC=C2N2C(CNCC2)F